malonic acid, [(4-methoxyphenyl)-methylene]-bis(1,2,2,6,6-pentamethyl-4-piperidinyl) ester C1(CC(=O)OC2C(C(N(C(C2)(C)C)C)(C)C)C(C2C(N(C(CC2O1)(C)C)C)(C)C)C1=CC=C(C=C1)OC)=O